4-((5-chloro-2-methoxypyridin-3-yl)sulfonyl)-7-fluoro-2,3,4,5-tetrahydrobenzo[f][1,4]oxazepine ClC=1C=C(C(=NC1)OC)S(=O)(=O)N1CCOC2=C(C1)C=C(C=C2)F